CN1C[C@H](CCC1)OC1=NN=C(C2=CC=CC=C12)C1=C(C=C(C=C1)C(F)(F)F)O 2-(4-{[(3S)-1-methylpiperidin-3-yl]oxy}phthalazin-1-yl)-5-(trifluoromethyl)phenol